C(C1=CC=CC=C1)SCC Ethyl benzyl sulfide